C(C1=CC=CC=C1)OC=1C=C2C=C[C@H]([C@@H](C2=C(C1Cl)F)O)NC(C1=CC=CC=C1)C1=CC=CC=C1 (1R,2R)-6-(benzyloxy)-7-chloro-2-(benzhydryl-amino)-8-fluoro-1,2-dihydronaphthalen-1-ol